N1C(OC2C1=CC=1C(C=CC=CN1)N2)=O tetrahydrooxazolopyridinoazepinone